3-((3-isopropoxy-3-oxopropyl)amino)-7-(pyrimidin-5-yl)benzo[e][1,2,4]triazine-1,4-Dioxide C(C)(C)OC(CCNC=1N=[N+](C2=C([N+]1[O-])C=CC(=C2)C=2C=NC=NC2)[O-])=O